((1s,3s)-3-hydroxy-3-methylcyclobutyl)(6-((6-isopropoxy-5-methylpyridin-2-yl)methyl)-2-azaspiro[3.3]hept-2-yl)methanone OC1(CC(C1)C(=O)N1CC2(C1)CC(C2)CC2=NC(=C(C=C2)C)OC(C)C)C